C1(CCCC1)N1C(=CC(C2=CC(=C(N=C12)CCO)F)=C=O)C(=O)OCC ethyl 1-cyclopentyl-6-fluoro-7-(2-hydroxyethyl)-4-carbonyl-1,4-dihydro-1,8-naphthyridine-2-carboxylate